N1=CC=C(C=C1)S(=O)=N (4-pyridyl)sulfoximine